N-(5-cyclopropyl-1H-pyrazol-3-yl)-2-[1-(pyridin-2-yl)-1H-pyrazol-3-yl]acetamide C1(CC1)C1=CC(=NN1)NC(CC1=NN(C=C1)C1=NC=CC=C1)=O